FCCCN1CC(C1)=CC1=CC=C(C=C1)C1=C(CCCC2=C1C=CC(=C2)C(=O)O)C2=C(C=C(C=C2C)C)OC 9-(4-((1-(3-fluoropropyl)azetidin-3-ylidene)methyl)phenyl)-8-(2-methoxy-4,6-dimethylphenyl)-6,7-dihydro-5H-benzo[7]annulene-3-carboxylic acid